N-(6-(5'H,7'H-spiro[cyclopropane-1,6'-pyrrolo[2,1-c][1,2,4]triazol]-3'-yl)pyridin-2-yl)-5-(4-cyclopropyl-1H-imidazol-1-yl)-2-fluoro-4-methylbenzamide N=1N=C(N2C1CC1(C2)CC1)C1=CC=CC(=N1)NC(C1=C(C=C(C(=C1)N1C=NC(=C1)C1CC1)C)F)=O